ClC=1C=CC2=C(C(=NCC(N2)=O)C2=CC=CC=C2)C1 7-chloro-5-phenyl-1H-1,4-benzodiazepin-2(3H)-one